O=C1N(CCC12CCN(CC2)C(=O)OC(C)(C)C)C=2OC(=NN2)C(F)(F)F tert-butyl 1-oxo-2-(5-(trifluoromethyl)-1,3,4-oxadiazol-2-yl)-2,8-diazaspiro[4.5]decane-8-carboxylate